O=C1NC(CCC1C1=NN(C2=CC(=CC=C12)[C@@H]1[C@H](CN(CC1)C(=O)OC(C)(C)C)O)C)=O tert-butyl (3R,4R)-4-[3-(2,6-dioxo-3-piperidyl)-1-methyl-indazol-6-yl]-3-hydroxy-piperidine-1-carboxylate